1-tetradec-2-ensulfonat C(C=CCCCCCCCCCCC)S(=O)(=O)[O-]